DL-Mandelic acid C(C(O)C1=CC=CC=C1)(=O)O